methyl 5,6-difluoro-8-hydroxy-quinoline-3-carboxylate FC1=C2C=C(C=NC2=C(C=C1F)O)C(=O)OC